(1S,3S)-3-((6-(3-(hydroxymethyl)thiophen-2-yl)-2-methylpyridin-3-yl)oxy)cyclohexane-1-carboxylic acid methyl ester COC(=O)[C@@H]1C[C@H](CCC1)OC=1C(=NC(=CC1)C=1SC=CC1CO)C